[Si](C)(C)(C(C)(C)C)OC(CC(=O)OC(C)(C)C)\C=C/C[C@H](B1O[C@@H]2[C@H]3C([C@@H](C[C@@]2(O1)C)C3)(C)C)NC(CC=3SC=CC3)=O tert-butyl (4Z,7S)-3-[(tert-butyldimethylsilyl)oxy]-7-[2-(thiophen-2-yl)acetamido]-7-[(1R,2R,6S,8R)-6,9,9-trimethyl-3,5-dioxa-4-boratricyclo[6.1.1.02,6]decan-4-yl]hept-4-enoate